9-chloro-6-((4,6-dimethyl-2-oxo-1,2-dihydropyridin-3-yl)methyl)-2-(trans-4-(dimethylamino)cyclohexyl)-2,4-dimethyl-7,8-dihydro-[1,3]dioxolo[4,5-g]isoquinolin-5(6H)-one ClC=1C=2CCN(C(C2C(=C2C1OC(O2)(C)[C@@H]2CC[C@H](CC2)N(C)C)C)=O)CC=2C(NC(=CC2C)C)=O